2-mercaptobenzothiazole potassium salt [K].SC=1SC2=C(N1)C=CC=C2